(S)-4-((1-acryloyl-pyrrolidin-3-yl)Amino)-5-fluoro-2,3-dimethyl-1H-indole-7-carboxamide C(C=C)(=O)N1C[C@H](CC1)NC1=C2C(=C(NC2=C(C=C1F)C(=O)N)C)C